OS(=O)[O-].[Na+] The molecule is an inorganic sodium salt and a sulfite salt. It has a role as a mutagen. It contains a hydrogensulfite.